7-chloro-N-{3-[2-(4-chloro-3-fluorophenoxy)acetamido]bicyclo[1.1.1]pentan-1-yl}-6-fluoro-4-oxo-4H-1-benzopyran-2-carboxamide ClC1=CC2=C(C(C=C(O2)C(=O)NC23CC(C2)(C3)NC(COC3=CC(=C(C=C3)Cl)F)=O)=O)C=C1F